2-diethylamino-8-diethylamino-4-methylspiro[5H-[1]benzopyrano[2,3-d]pyrimidine-5,1'(3'H)-isobenzofuran]-3'-on C(C)N(C=1N=C(C2=C(N1)OC1=C(C=CC(=C1)N(CC)CC)C21OC(C2=CC=CC=C12)=O)C)CC